[NH4+].C(#N)C1N(C2CC2C1)C(CNC(=O)C1=CC=NC2=CC=CC=C12)=O N-(2-(3-cyano-2-azabicyclo-[3.1.0]hex-2-yl)-2-oxoethyl)quinoline-4-carboxamide ammonium